(S)-(1,3-Dimethyl-azetidin-3-yl)-(4-isopropyl-phenyl)-[2-(tetrahydro-pyran-4-ylmethoxy)-pyridin-4-yl]-methanol CN1CC(C1)(C)[C@@](O)(C1=CC(=NC=C1)OCC1CCOCC1)C1=CC=C(C=C1)C(C)C